C(C)(C)(C)C1=CC=C(C=C1)C1=C(C(=NC=C1C)F)C 4-tert-butylphenyl-2-fluoro-3,5-dimethylpyridine